C(C1=CC=CC=C1)(=O)N1CC([C@@H]2NC(C[C@@H]21)=O)(F)F (cis)-4-Benzoyl-6,6-difluorohexahydropyrrolo[3,2-b]pyrrol-2(1H)-one